di-(tert-butyl)phosphonium C(C)(C)(C)[PH2+]C(C)(C)C